N,N'-di(3-aminopropyl)ethylenediamine NCCCNCCNCCCN